rac-N-(5-(5-(((3R,4R)-4-methoxy-1-methylpyrrolidin-3-yl)methoxy)-2-methylpyridin-4-yl)pyrazolo[1,5-a]pyridin-2-yl)cyclopropanecarboxamide CO[C@@H]1[C@H](CN(C1)C)COC=1C(=CC(=NC1)C)C1=CC=2N(C=C1)N=C(C2)NC(=O)C2CC2 |r|